FC1=CC=C(C=C1)N1N=CC(=C1C)C(=O)N[C@@H](C(C)C)C(=O)N[C@H](CCC(=O)OCC)C(=O)OCC diethyl (1-(4-fluorophenyl)-5-methyl-1H-pyrazole-4-carbonyl)-L-valyl-D-glutamate